(1R,2S,5S)-3-[(2S,3R)-3-(cyclobutoxy)-2-[(2,2,2-trifluoroacetyl)amino]butanoyl]-6,6-dimethyl-3-azabicyclo[3.1.0]hexane-2-carboxylic acid C1(CCC1)O[C@@H]([C@@H](C(=O)N1[C@@H]([C@H]2C([C@H]2C1)(C)C)C(=O)O)NC(C(F)(F)F)=O)C